4-[5-(6-chloro-2-oxo-4-phenyl-1H-quinolin-3-yl)-3-(2-furyl)-3,4-dihydropyrazol-2-yl]-4-oxo-butanoic acid ClC=1C=C2C(=C(C(NC2=CC1)=O)C=1CC(N(N1)C(CCC(=O)O)=O)C=1OC=CC1)C1=CC=CC=C1